FC(C1=CC2=C(N=C(N=C2)SC)C(=N1)N1CC2(C1)CN(CC2)C(=O)OC(C)(C)C)F tert-butyl 2-[6-(difluoromethyl)-2-(methylsulfanyl) pyrido[3,4-d]pyrimidin-8-yl]-2,6-diazaspiro[3.4]octane-6-carboxylate